4-fluoro-7-methyl-N-(3-(1-methylpiperidin-4-yl)phenyl)-1H-indole FC1=C2C=CN(C2=C(C=C1)C)C1=CC(=CC=C1)C1CCN(CC1)C